8-amino-6-(2-methylphenyl)-5-oxo-2,3-dihydro-5H,6H-pyrano[2,3-d][1,3]thiazolo[3,2-a]pyrimidine-7-nitrile NC1=C(C(C2=C(N=C3N(C2=O)CCS3)O1)C1=C(C=CC=C1)C)C#N